ClC=1C=C(C=CC1Cl)C=1N=C(SC1SC(C)C)N1N=C(C(=C1C(=O)O)C1=CC(=CC(=C1)C)F)C 1-(4-(3,4-dichlorophenyl)-5-(isopropylsulfanyl)thiazol-2-yl)-4-(3-fluoro-5-methylphenyl)-3-methyl-1H-pyrazole-5-carboxylic acid